9-((2-chloro-4-methoxyphenyl)(hydroxy)methyl)-2-(methoxymethyl)-2-methyl-1,2,4,7-tetrahydro-3H-pyrrolo[3',2':5,6]pyrido[3,4-b]pyrazin-3-one ClC1=C(C=CC(=C1)OC)C(C1=CNC2=C1C1=C(NC(C(N1)(C)COC)=O)C=N2)O